C(C(C)C)[C@@H]1NC(OC1=O)=O (S)-4-isobutyloxazolidine-2,5-dione